N[C@H]1CN(CCC1)C(=O)C1=CC2=C(N(C(=N2)C2=CC=3C(=NC(=CC3)N(C(=O)NC)C)N2CC2CC2)C)C(=C1)OC (R)-1-(2-(5-(3-aminopiperidine-1-carbonyl)-7-methoxy-1-methyl-1H-benzo[d]imidazol-2-yl)-1-(cyclopropylmethyl)-1H-pyrrolo[2,3-b]pyridin-6-yl)-1,3-dimethylurea